3-[[2-chloro-5-(trifluoromethyl)pyrimidin-4-yl]amino]-1-morpholino-propan-1-one ClC1=NC=C(C(=N1)NCCC(=O)N1CCOCC1)C(F)(F)F